6-methoxy-2-(thiazol-2-yl)-3,4-dihydro-isoquinolin-1(2H)-one COC=1C=C2CCN(C(C2=CC1)=O)C=1SC=CN1